tert-butyl (4-(2-(1-(4-(2,6-dioxopiperidin-3-yl)-2-fluorophenyl)-4-hydroxypiperidin-4-yl)ethyl)piperidin-1-yl)carbamate O=C1NC(CCC1C1=CC(=C(C=C1)N1CCC(CC1)(O)CCC1CCN(CC1)NC(OC(C)(C)C)=O)F)=O